2-(8-isopropyl-5-oxothieno[3',2':4,5]pyrrolo[1,2-d][1,2,4]triazin-6(5H)-yl)acetic acid ethyl ester C(C)OC(CN1N=C(N2C(C1=O)=CC1=C2SC=C1)C(C)C)=O